NC1=CC=C2C=CNC(C2=C1)=O 7-aminoisoquinolin-1(2H)-one